3-(5-(6-(3-fluorophenyl)-2-azaspiro[3.3]hept-5-ene-2-carbonyl)-1-oxoisoindolin-2-yl)piperidine-2,6-dione FC=1C=C(C=CC1)C1=CC2(CN(C2)C(=O)C=2C=C3CN(C(C3=CC2)=O)C2C(NC(CC2)=O)=O)C1